N-cyclopropyl-2,6-dihydroxy-5'-methyl-4-pentyl-2'-(prop-1-en-2-yl)-1',2',3',4'-tetrahydro-[1,1'-biphenyl]-3-carboxamide C1(CC1)NC(=O)C=1C(=C(C(=CC1CCCCC)O)C1C(CCC(=C1)C)C(=C)C)O